octacosanol diglutamate N[C@@H](CCC(=O)O)C(=O)O.N[C@@H](CCC(=O)O)C(=O)O.C(CCCCCCCCCCCCCCCCCCCCCCCCCCC)O